4-(5-chloro-2-nitrophenyl)-N-(4-(trifluoromethyl)phenyl)pyrimidin-2-amine ClC=1C=CC(=C(C1)C1=NC(=NC=C1)NC1=CC=C(C=C1)C(F)(F)F)[N+](=O)[O-]